NC=1N=CC(=NC1C=1C=NN(C1)C)C=1C=C(C=CC1C)C(CO)(C(F)(F)F)O 2-(3-(5-amino-6-(1-methyl-1H-pyrazol-4-yl)pyrazin-2-yl)-4-methylphenyl)-3,3,3-trifluoropropane-1,2-diol